Hydroxycholesterol OCC(C)CCC[C@@H](C)[C@H]1CC[C@H]2[C@@H]3CC=C4C[C@@H](O)CC[C@]4(C)[C@H]3CC[C@]12C